3-(5-bromo-2-methoxypyridin-3-yl)pyrrolidine-1-carboxylic acid tert-butyl ester C(C)(C)(C)OC(=O)N1CC(CC1)C=1C(=NC=C(C1)Br)OC